N-(6-chloropyridin-3-yl)-6-((3-(methoxymethyl)oxetan-3-yl)methoxy)isoquinolin-1-amine ClC1=CC=C(C=N1)NC1=NC=CC2=CC(=CC=C12)OCC1(COC1)COC